C(#N)CCNCC(C1=CC=C(C=C1)C(F)(F)F)N1C[C@@H](N(C[C@H]1CC)C=1C2=C(N(C(N1)=O)C)C=CC(=N2)C#N)CC 4-((2s,5r)-4-(2-((2-cyanoethyl)amino)-1-(4-(trifluoromethyl)phenyl)ethyl)-2,5-diethylpiperazin-1-yl)-1-methyl-2-oxo-1,2-dihydropyrido[3,2-d]pyrimidine-6-carbonitrile